[Cl-].[Cl-].C(C)(C)(C)OCCCCCC[Ti](C1C(=C(C(=C1C)C)C)C)(NC(C)(C)C)[SiH2]C t-butoxyhexylmethylsilyl-(N-t-butylamino)(2,3,4,5-tetramethylcyclopentadienyl)titanium dichloride